p-acetaminophenylacetic acid N(C(=O)C)C1=CC=C(C=C1)CC(=O)O